N-methyl-N'-{5-[5-(trifluoromethyl)-1,3,4-oxadiazol-2-yl]-4,5,6,7-tetrahydro[1,3]thiazolo[5,4-c]pyridin-2-yl}urea CNC(=O)NC=1SC=2CN(CCC2N1)C=1OC(=NN1)C(F)(F)F